3-((2R)-2-(2-(trans-4-(tert-butoxycarbonylamino)cyclohexyl)acetamido)-2-(2,9,9-trimethyl-3,5-dioxa-4-bora-tricyclo[6.1.1.02,6]dec-4-yl)ethyl)-2-methoxybenzoic acid C(C)(C)(C)OC(=O)N[C@@H]1CC[C@H](CC1)CC(=O)N[C@@H](CC=1C(=C(C(=O)O)C=CC1)OC)B1OC2(C3C(C(CC2O1)C3)(C)C)C